bis(N-methyl-2,2,6,6-tetramethyl-4-piperidyl) sebacate C(CCCCCCCCC(=O)OC1CC(N(C(C1)(C)C)C)(C)C)(=O)OC1CC(N(C(C1)(C)C)C)(C)C